tert-butyl 2-[1-[5-amino-4-(methylamino)pyrimidin-2-yl]-4-hydroxy-4-piperidyl]acetate NC=1C(=NC(=NC1)N1CCC(CC1)(O)CC(=O)OC(C)(C)C)NC